(4-methoxy)benzene COC1=CC=CC=C1